ON1C(OC(C2=C1C=CC=C2)=O)=O hydroxy-2H-benzo[d][1,3]oxazine-2,4(1H)-dione